tert-butyl {1-[5-((5-cyano-4-(4-fluorophenyl)thiazol-2-yl)amino)6-ethylimidazo[2,1-b][1,3,4]thiadiazol-2-yl]pyrrolidin-3-yl}carbamate C(#N)C1=C(N=C(S1)NC1=C(N=C2SC(=NN21)N2CC(CC2)NC(OC(C)(C)C)=O)CC)C2=CC=C(C=C2)F